6-bromo-2,2-dimethyl-1,2,3,4-tetrahydronaphthalen-1-amine hydrochloride Cl.BrC=1C=C2CCC(C(C2=CC1)N)(C)C